Cl.OC1=CC=C(CCNCC(=O)OCC2=CC(=NC(=C2)Cl)Cl)C=C1 (2,6-Dichloropyridin-4-yl)methyl (4-hydroxyphenethyl)glycinate hydrochloride